Cl[C-]1C=CC=C1.[C-]1(C=CC=C1)C=O.[Fe+2] 1'-Chloroferrocenecarboxaldehyde